CC1=CC(=NN1C1=CC=C(C=C1)OC(F)(F)F)N1CCC2(CCN(CC2)C(=O)OC(C)(C)C)CC1 tert-butyl 9-[5-methyl-1-[4-(trifluoromethoxy)phenyl]pyrazol-3-yl]-3,9-diazaspiro[5.5]undecane-3-carboxylate